Dimethyl 2-((1-acetyl-3-nitroazetidin-3-yl)methyl)-4-((tert-butoxycarbonyl)amino)pentanedioate C(C)(=O)N1CC(C1)([N+](=O)[O-])CC(C(=O)OC)CC(C(=O)OC)NC(=O)OC(C)(C)C